cycloheptatriene tetra(3,4,5-trifluorophenyl)borate FC=1C=C(C=C(C1F)F)[B-](C1=CC(=C(C(=C1)F)F)F)(C1=CC(=C(C(=C1)F)F)F)C1=CC(=C(C(=C1)F)F)F.C1=CC=CC=CC1